O=S1(C[C@@H](CC1)N)=O |r| (RS)-1,1-dioxothiolan-3-amine